C(C(=C)C)(=O)OC(C(C)(COC(C(=C)C)=O)C)(C(C(C)(C)C)=O)O hydroxypivaloyl-neopentyl glycol dimethacrylate